FC=1C(=C(C=C(C1)CC(C)C)N1CC(N(CC1)CC=1SC(=CN1)C)C)C=1N=NNN1 2-[[4-[3-fluoro-5-isobutyl-2-(2H-tetrazol-5-yl)phenyl]-2-methyl-piperazin-1-yl]-methyl]-5-methyl-thiazole